(1r,5s,6r)-3-(2-(3-methyl-1,2,4-oxadiazol-5-yl)-2-azaspiro[3.4]oct-6-yl)-N-(1-methylcyclobutyl)-3-azabicyclo[3.1.0]hexane-6-carboxamide CC1=NOC(=N1)N1CC2(C1)CC(CC2)N2C[C@H]1C([C@H]1C2)C(=O)NC2(CCC2)C